[Tm].[Sn] Tin-Thulium